perfluoro-n-propyl vinyl ether C(=C)OC(C(C(F)(F)F)(F)F)(F)F